5-methoxy-1-phenyl-7-(trifluoromethyl)quinazoline-2,4(1H,3H)-dione COC1=C2C(NC(N(C2=CC(=C1)C(F)(F)F)C1=CC=CC=C1)=O)=O